CNCC[C@@H](C=1SC=CC1)OC1=C2N=CC=NC2=CC=C1 (S)-N-methyl-3-(quinoxalin-5-yloxy)-3-(thiophen-2-yl)propan-1-amine